Cl.COC1=CC=C(C=N1)CN (6-Methoxypyridin-3-yl)methylamine hydrochloride